ClC=1C=C2C=NN(C2=CC1N1CC2(CC(NC2)=O)CC1)C=1C=NN(C1)C1CC1 7-[5-chloro-1-(1-cyclopropyl-1H-pyrazol-4-yl)-1H-indazol-6-yl]-2,7-diazaspiro[4.4]nonan-3-one